5-((5-((3S,4S)-4-amino-3-methyl-2-oxa-8-azaspiro[4.5]decan-8-yl)pyrazin-2-yl)thio)-4-chloro-1H-benzo[d]imidazol-2(3H)-one hydrochloride Cl.N[C@@H]1[C@@H](OCC12CCN(CC2)C=2N=CC(=NC2)SC2=C(C1=C(NC(N1)=O)C=C2)Cl)C